(6-amino-1-methyl-indazol-3-yl)hexahydropyrimidine-2,4-dione NC1=CC=C2C(=NN(C2=C1)C)N1C(NC(CC1)=O)=O